oxazolo[4,5-b]pyrazin-5-ol O1C=NC2=NC(=CN=C21)O